NC1=C(SC=C1OC1=C2C=NN(C2=CC=C1C)C1OCCCC1)C(=O)O 3-amino-4-((5-methyl-1-(tetrahydro-2H-pyran-2-yl)-1H-indazol-4-yl)oxy)thiophene-2-carboxylic acid